(3,5-dichloro-phenyl)-methanol ClC=1C=C(C=C(C1)Cl)CO